2-({4-[3-(4-chloro-3-methoxyphenyl)-1H-pyrrolo[3,2-b]pyridin-2-yl]pyridin-3-yl}oxy)-N-methylethanamine trifluoroacetate FC(C(=O)O)(F)F.ClC1=C(C=C(C=C1)C1=C(NC=2C1=NC=CC2)C2=C(C=NC=C2)OCCNC)OC